3-(2-methyl-2H-indazol-5-yl)-7-(piperazin-1-ylamino)quinazolin-4(3H)-one CN1N=C2C=CC(=CC2=C1)N1C=NC2=CC(=CC=C2C1=O)NN1CCNCC1